COCCNC(=O)C1=CC=CC=N1 pyridine-6-carboxylic acid (2-methoxy-ethyl)-amide